(2S,4R)-1-[(2S)-2-(4-cyclopropyltriazol-1-yl)-3,3-dimethyl-butanoyl]-4-hydroxy-N-[1-phenyl-2-(trifluoromethyl)cyclopropyl]pyrrolidine-2-carboxamide C1(CC1)C=1N=NN(C1)[C@H](C(=O)N1[C@@H](C[C@H](C1)O)C(=O)NC1(C(C1)C(F)(F)F)C1=CC=CC=C1)C(C)(C)C